C(C)[C@@H]1[C@@H]([C@H]1C=1C=NN(C1)C)C(=O)NC=1N=CC2=CC(=C(C=C2C1)N1CCN(CC1)[C@]1(COC[C@H]1F)C)C (1S,2S,3S)-2-ethyl-N-[6-[(3S,4S)-4-(4-fluoro-3-methyl-tetrahydrofuran-3-yl)piperazin-1-yl]-7-methyl-3-isoquinolyl]-3-(1-methylpyrazol-4-yl)cyclopropanecarboxamide